BrC1=NN(C2=NC(=NC(=C21)NCC2=CC=C(C=C2)S(=O)(=O)N)OC)C 4-((3-Bromo-6-methoxy-1-methyl-1H-pyrazolo[3,4-d]pyrimidin-4-yl)aminomethyl)-benzenesulfonamide